FC1=C(C(=CC(=C1)OC)F)C1=C(C(N(N1C)C1=NC(=CC(=C1)OCC(C)O)C)=O)NC(C1=CC=C(C=C1)OC(F)F)=O N-(5-(2,6-Difluoro-4-methoxyphenyl)-2-(4-(2-hydroxypropoxy)-6-methylpyridin-2-yl)-1-methyl-3-oxo-2,3-dihydro-1H-pyrazol-4-yl)-4-(difluoromethoxy)benzamide